1-[7-difluoromethyl-6-(1-methyl-1H-pyrazol-4-yl)-3,4-dihydro-2H-quinolin-1-yl]-7-(2,5-dihydro-furan-3-yl)-isoquinoline-3-carboxylic acid methylamide CNC(=O)C=1N=C(C2=CC(=CC=C2C1)C=1COCC1)N1CCCC2=CC(=C(C=C12)C(F)F)C=1C=NN(C1)C